4-tert-Butyl-2-iodo-phenol C(C)(C)(C)C1=CC(=C(C=C1)O)I